C1(CCCC1)C1=C(C=C(COC2=CC=3C4=C(NC3C=C2)[C@H](CC4)CC(=O)OCC)C=C1)C(F)(F)F |r| (R/S)-Ethyl 2-(7-(4-Cyclopentyl-3-(trifluoromethyl)benzyloxy)-1,2,3,4-tetrahydro cyclopenta[b]indol-3-yl)acetate